OC1=NOC2=C(C=C1)C=CC(=C2O)CNCC(C)C 3,9-dihydroxy-8-((isobutylamino)methyl)benzo[5,6]oxazepin